CSCC1=NN(C=C1[N+](=O)[O-])COCC[Si](C)(C)C 3-((methylthio)methyl)-4-nitro-1-((2-(trimethylsilyl)ethoxy)methyl)-1H-pyrazole